C(C)(C)(C)OC(=O)N1CC(CCC1)C1=CN=CS1 3-(thiazol-5-yl)piperidine-1-carboxylic acid tert-butyl ester